FC(C=1C(=NC(=NC1)NC=1C(=NN(C1)C1CCN(CC1)C)C)NCCCN1C(COCCC1)=O)F 4-(3-((5-(difluoromethyl)-2-((3-methyl-1-(1-methylpiperidin-4-yl)-1H-pyrazol-4-yl)amino)pyrimidin-4-yl)amino)propyl)-1,4-oxazepan-3-one